8-(1-(2,2-difluoroethyl)-1H-pyrazolo[3,4-b]pyrazin-6-yl)-2-((2-methoxypyrimidin-4-yl)methyl)-2,8-diazaspiro[4.5]decan-3-one FC(CN1N=CC=2C1=NC(=CN2)N2CCC1(CC(N(C1)CC1=NC(=NC=C1)OC)=O)CC2)F